4-cyclopropoxy-1-(oxetan-2-ylmethyl)-1H-benzo[d]imidazole-6-carboxylic acid C1(CC1)OC1=CC(=CC=2N(C=NC21)CC2OCC2)C(=O)O